N1=CC=C(C=C1)N1C(=CC2=CC=CC=C12)C1=NNC(=C1)NC(C1=CC=C(C=C1)NC1CCN(CC1)C)=O N-(3-(1-(pyridin-4-yl)-1H-indol-2-yl)-1H-pyrazol-5-yl)-4-((1-methylpiperidin-4-yl)amino)benzamide